N,N-dimethyl-(methacryloyloxyethyl)ammonium C[NH+](C)CCOC(C(=C)C)=O